tert-Butyl (trans-4-(2-oxoethyl)cyclohexyl)carbamate O=CC[C@@H]1CC[C@H](CC1)NC(OC(C)(C)C)=O